O=C[C@H](O)[C@H](O)[C@@H](O)[C@H](O)C(=S)O thioguluronic acid